S1C=CC=CC=CC2=C1C=C1C=CC=CC1=N2 quinothionine